C1(CC1)C1=NNC2=CN=C(C(=C21)C2=CC(=C(C=C2)S(=O)(=O)C)C)C2CC2 3,5-dicyclopropyl-4-(3-methyl-4-methylsulfonylphenyl)-1H-pyrazolo[3,4-c]pyridine